Cl.N1CC(C1)C(=O)N1C[C@@H](N(CC1)C1=NC=C(C=N1)C(F)(F)F)C (S)-azetidin-3-yl-(3-methyl-4-(5-(trifluoromethyl)pyrimidine-2-yl)piperazine-1-yl)methanone hydrochloride